tert-butyl (4S)-4-[(1S)-1-(3-hydroxypropoxy)-3-methyl-butyl]-2,2-dimethyl-oxazolidine-3-carboxylate OCCCO[C@@H](CC(C)C)[C@H]1N(C(OC1)(C)C)C(=O)OC(C)(C)C